ClC1=NC=CC2=C(N=CC=C12)Cl 1,5-dichloro-2,6-naphthyridine